2,4,6-trifluorobenzene-1-yl-titanium FC1=C(C(=CC(=C1)F)F)[Ti]